N1N=CC2=CC(=CC=C12)NC1=NC(=NC=C1)C1=CC=C2C=C(NC2=C1)C(=O)NC1=C(N=NC=C1)Cl 6-(4-((1H-indazol-5-yl)amino)pyrimidin-2-yl)-N-(3-chloropyridazin-4-yl)-1H-indole-2-carboxamide